4-bromo-2-(2,6-dioxopiperidin-3-yl)7-fluoroisoindoline-1,3-dione BrC1=C2C(N(C(C2=C(C=C1)F)=O)C1C(NC(CC1)=O)=O)=O